COCCOC1=CC=C(C=C1)C(\C=C/C1=CC=C(C(=O)O)C=C1)=O 4-[(Z)-3-[4-(2-Methoxyethoxy)phenyl]-3-oxoprop-1-enyl]benzoic acid